isocyanate compound with malonic acid C(CC(=O)O)(=O)O.[N-]=C=O